[Si](C1=CC=CC=C1)(C1=CC=CC=C1)(C(C)(C)C)OC1=CC=C(C=C1)C1CCC(CC1)=CCO 4-(4'-t-butyldiphenylsilyloxyphenyl)(2-hydroxyethylidene)cyclohexane